CC(C)(CC(C)(C)C)N1C(N(C=C1)C(C)(CC(C)(C)C)C)=[Pd] 1,3-bis(2,4,4-trimethylpentan-2-yl)-2,3-dihydro-1H-imidazol-2-ylidenepalladium(II)